selenium 2-methyl-1,3,4-thiadiazole CC=1SC=NN1.[Se]